COC1=C(OCC(C2=CC=CC=C2)O)C=CC=C1 2-(2'-methoxyphenoxy)-1-phenylethyl alcohol